C(C)(C)(C)OC(NC1=C(C2=C(S1)C=CC=C2C2=C(C=C1C(=NC(=NC1=C2F)F)N2C[C@](CCC2)(C)O)Cl)I)=O (4-(6-chloro-2,8-difluoro-4-((R)-3-hydroxy-3-methylpiperidin-1-yl)quinazolin-7-yl)-3-iodobenzo[B]thiophen-2-yl)carbamic acid tert-butyl ester